ethyl-2,2-di-(p-hydroxyphenyl)-propane dimethacrylate C(C(=C)C)(=O)O.C(C(=C)C)(=O)O.C(C)CC(C)(C1=CC=C(C=C1)O)C1=CC=C(C=C1)O